mono(9,12-octadecadienyl) phosphate P(=O)(OCCCCCCCCC=CCC=CCCCCC)([O-])[O-]